elaidyl nonacosanoate C(CCCCCCCCCCCCCCCCCCCCCCCCCCCC)(=O)OCCCCCCCC\C=C\CCCCCCCC